O=C(CSC#N)C1=CC=CC=C1 2-oxo-2-phenylethyl thiocyanate